CC1N(C(N(CN1CCO)CCO)(C)C)CCO trimethyl-1,3,5-triazine-1,3,5(2H,4H,6H)triethanol